(S)-5-(4-(7-oxaspiro[3.5]non-1-en-2-yl)-3-(trifluoromethyl)phenyl)-6-methyl-3,6-dihydro-2H-1,3,4-oxadiazin-2-one C1=C(CC12CCOCC2)C2=C(C=C(C=C2)C2=NNC(O[C@H]2C)=O)C(F)(F)F